ClC1=CC=C(C(=N1)C#N)N[C@H](C)C=1C=C(C=C2C(C(=C(OC12)C1=C(C=CC=C1F)F)C)=O)C 6-chloro-3-[[(1R)-1-[2-(2,6-difluorophenyl)-3,6-dimethyl-4-oxo-chromen-8-yl]ethyl]amino]pyridine-2-carbonitrile